NNC(NCCC[C@H](N)C(=O)O)=N omega-amino-arginine